C[C@H](C(=O)OCC([C@H](C[C@H]1C(NCC1)=O)NC([C@@H](NC(=O)C=1NC2=CC=CC(=C2C1)OC)CC(C)C)=O)=O)CC (3S)-3-({N-[(4-methoxy-1H-indol-2-yl) carbonyl]-L-leucyl}amino)-2-oxo-4-[(3S)-2-oxopyrrolidin-3-yl]butyl (2S)-2-methylbutanoate